C1(=CC=CC=2OC3=C(C21)C=CC=C3)C3=CC=C(C=C3)Br 4-(dibenzofuran-1-yl)bromobenzene